benzo[d]thiazole-6-carboxamide S1C=NC2=C1C=C(C=C2)C(=O)N